C(C)(C)(C)OC(=O)N1C(CC(CC1)C=O)O[Si](C)(C)C(C)(C)C ((tert-butyldimethylsilyl)oxy)-4-formylpiperidine-1-carboxylic acid tert-butyl ester